3-[4-(tert-Butyl-dimethyl-silyloxy)-1-oxo-1,3-dihydro-isoindol-2-yl]-piperidine C(C)(C)(C)[Si](OC1=C2CN(C(C2=CC=C1)=O)C1CNCCC1)(C)C